4-(bis(2-aminoethyl)amino)-4-oxobutanoic acid NCCN(C(CCC(=O)O)=O)CCN